(R)-4-((1-(3-cyano-2-(4,4-difluoropiperidin-1-yl)-7-methyl-4-oxo-4H-pyrido[1,2-a]pyrimidin-9-yl)ethyl)amino)pyridazine-3-carboxylic acid C(#N)C1=C(N=C2N(C1=O)C=C(C=C2[C@@H](C)NC2=C(N=NC=C2)C(=O)O)C)N2CCC(CC2)(F)F